N1C(C(CCC1=O)NC(=O)C1CCCCC1)=O N-(2,6-piperidinedione-3-yl)cyclohexane-1-carboxamide